2-(3-aminoazetidin-1-yl)-4-(4-cyano-3-fluorophenyl)-5-(3-hydroxy-4-methoxyphenyl)nicotinonitrile NC1CN(C1)C1=C(C#N)C(=C(C=N1)C1=CC(=C(C=C1)OC)O)C1=CC(=C(C=C1)C#N)F